C(\C=C\C(=O)OCCCCCC)(=O)OCCCCCC dihexyl (2E)-2-butenedioate